BrC1=CC(=C(N)C=C1)OC 4-bromo-2-methoxyaniline